[N+](=O)([O-])C1=C(C(=O)NC=2C=C3C=4CC(CCC4NC3=CC2)NC(C)C)C=CC=C1 6-(2-nitrobenzoyl)amino-3-(isopropyl)amino-1,2,3,4-tetrahydro-9H-carbazole